O1CC[C@@H](C2=CC=CC=C12)NC(=O)C1=CC2=C(N=C(S2)C=2C=NN(C2)C)C=C1 (S)-N-(chroman-4-yl)-2-(1-methyl-1H-pyrazol-4-yl)benzo-[d]thiazole-6-carboxamide